FC1=CC=C(C=C1)C1COCC(N1C(=O)NCCCCC1=CC=CC=C1)(C)C 5-(4-Fluorophenyl)-3,3-dimethyl-N-(4-phenylbutyl)morpholine-4-carboxamide